N(=[N+]=[N-])CCOCCOCCOCC(C(=O)O)SC1=NC(NC=C1C)=O 3-[2-[2-(2-azidoethoxy)ethoxy]ethoxy]-2-[(5-methyl-2-oxo-1H-pyrimidin-4-yl)sulfanyl]propanoic acid